ClC1=C(C=CC=C1F)NC1=C(NC2=C1C(NCC2)=O)C2=C(C=NC=C2)OC[C@H]2NCCC2 3-[(2-chloro-3-fluorophenyl)amino]-2-{3-[(2S)-pyrrolidin-2-ylmethoxy]pyridin-4-yl}-1H,5H,6H,7H-pyrrolo[3,2-c]pyridin-4-one